O=C1N(C(C=C1)=O)CC1=CC=C(C(=O)NCCOC(C(=O)O)C)C=C1 2-(2-(4-((2,5-dioxo-2,5-dihydro-1H-pyrrol-1-yl)methyl)benzoylamino)ethoxy)propanoic acid